COC1CC(NC1)C(=O)N 4-methoxypyrrolidine-2-carboxamide